[Si](C)(C)(C(C)(C)C)OCCC(C(C(=O)N1[C@@H](C[C@H](C1)O)C(NCC1=CC=C(C=C1)C#C)=O)NC(OC(C)(C)C)=O)(C)C Tert-butyl (5-((tert-butyldimethylsilyl)oxy)-1-((2S,4R)-2-((4-ethynylbenzyl)carbamoyl)-4-hydroxypyrrolidin-1-yl)-3,3-dimethyl-1-oxopentan-2-yl)carbamate